(2s,4r)-methyl-2-(4-nitrophenoxymethyl)-dioxolane-4-carboxylate COC(=O)[C@@H]1O[C@H](OC1)COC1=CC=C(C=C1)[N+](=O)[O-]